ClC=1C=NC(=C(C(=O)NC2CCC(CC2)CN2C(C(C3=CC=CC=C23)(O)C2=CC(=CC=C2)C#N)=O)C1)C(F)F 5-chloro-N-((1r,4r)-4-((3-(3-cyanophenyl)-3-hydroxy-2-oxoindolin-1-yl)methyl)cyclohexyl)-2-(difluoromethyl)nicotinamide